4-(((1R,5S,8s)-3-benzyl-3-azabicyclo[3.2.1]oct-8-yl)(methyl)amino)-5-chloro-N-(6-fluoropyridin-2-yl)thiophene-2-sulfonamide trifluoroacetate salt FC(C(=O)O)(F)F.C(C1=CC=CC=C1)N1C[C@H]2CC[C@@H](C1)C2N(C=2C=C(SC2Cl)S(=O)(=O)NC2=NC(=CC=C2)F)C